2-(6-(2,6-dimethylphenyl)-5-methoxypyridin-2-yl)-5-methyl-4-((3-(trifluoromethyl)phenyl)carbamoyl)-1H-imidazole 3-oxide CC1=C(C(=CC=C1)C)C1=C(C=CC(=N1)C=1NC(=C([N+]1[O-])C(NC1=CC(=CC=C1)C(F)(F)F)=O)C)OC